CN(C/C=C/C(=O)N(C)C1(CCC1)C(=O)OCC)C ethyl (E)-1-(4-(dimethylamino)-N-methylbut-2-enamido)cyclobutane-1-carboxylate